FC1=CC=C(C(=O)C2=C(C=CC=C2)C2(C(C=CC=C2)C2=CC=C(C=C2)C)C#C)C=C1 1-(2'-p-fluorobenzoylphenyl)-2-(4'-methylphenyl)phenylacetylene